FC(C1=NC(=NC(=N1)C(F)(F)F)N1[C@H](C=2NC3=CC=C(C=C3C2CC1)Cl)C[C@@H]1COCCC1)(F)F (1S)-2-[4,6-bis(trifluoromethyl)-1,3,5-triazin-2-yl]-6-chloro-1-{[(3R)-oxan-3-yl]methyl}-2,3,4,9-tetrahydro-1H-pyrido[3,4-b]indole